CN(C=1SC2=C(N1)COC=1C=C(C=CC12)C=1C(=NNC1)C)C1CC(NC(C1)(C)C)(C)C N-methyl-7-(3-methyl-1H-pyrazol-4-yl)-N-(2,2,6,6-tetramethylpiperidin-4-yl)-4H-chromeno[3,4-d]thiazol-2-amine